tris(4-(dimethylamino)phenyl)silanol tert-butyl-(6-(3-(4-(hydroxymethyl)benzyl)ureido)spiro[3.3]heptan-2-yl)carbamate C(C)(C)(C)N(C(O)=O)C1CC2(C1)CC(C2)NC(=O)NCC2=CC=C(C=C2)CO.CN(C2=CC=C(C=C2)[Si](O)(C2=CC=C(C=C2)N(C)C)C2=CC=C(C=C2)N(C)C)C